O=C1NC(CCC1N1C(C2=CC=C(C=C2C1)N1CC2(C1)CCN(CC2)C(=O)[O-])=O)=O 2-(2-(2,6-dioxopiperidin-3-yl)-1-oxoisoindolin-5-yl)-2,7-diazaspiro[3.5]nonan-7-carboxylate